O1C(=NC2=C1C=CC=C2)C=2N=C(N(C(C2O)=O)C)N2[C@@H](C1=CC=C(C=C1CC2)C(=O)O)C2CCCC2 (1R)-2-[4-(1,3-benzoxazol-2-yl)-5-hydroxy-1-methyl-6-oxopyrimidin-2-yl]-1-cyclopentyl-3,4-dihydro-1H-isoquinoline-6-carboxylic acid